C(C)(C)(C)OC(=O)N1C(CNCC1)C1=C(C=C(C=C1)C1=NC(=NO1)C1=CC(=CC=C1)F)[N+](=O)[O-] (4-(3-(3-fluorophenyl)-1,2,4-oxadiazol-5-yl)-2-nitrophenyl)piperazine-1-carboxylic acid tert-butyl ester